tin butyl-3-n-hexylthiophene C(CCC)C=1SC=CC1CCCCCC.[Sn]